N1(CCC1)C(=O)C=1C=C(C=NC1)NC(OC1=CC=CC=C1)=O phenyl (5-(azetidine-1-carbonyl)pyridin-3-yl)carbamate